1-(7-(7-(5-methyl-1H-indazol-4-yl)-2-(piperidin-4-yl)-8-(2,2,2-trifluoroethoxy)-6-vinylquinazoline-4-yl)-2,7-diazaspiro[3.5]nonan-2-yl)prop-2-en-1-one CC=1C(=C2C=NNC2=CC1)C1=C(C=C2C(=NC(=NC2=C1OCC(F)(F)F)C1CCNCC1)N1CCC2(CN(C2)C(C=C)=O)CC1)C=C